hydroxylphenylbenzotriazole OC1=C(C2=C(NN=N2)C=C1)C1=CC=CC=C1